C1(CC1)C1=NC(=NO1)COC=1C=C2CCN3C(C2=CC1)=CC(=NC3=O)OCC3OCCOC3 9-(5-Cyclopropyl-[1,2,4]oxadiazol-3-ylmethoxy)-2-([1,4]dioxan-2-ylmethoxy)-6,7-dihydro-pyrimido[6,1-a]isoquinolin-4-one